trans-N-(3-(2-cyclopropylthiazol-5-yl)phenyl)-4-(2-hydroxy-2-methylpropanamido)-N-((trans-4-(4-methoxy-3-methylphenyl)cyclohexyl)methyl)cyclohexanecarboxamide C1(CC1)C=1SC(=CN1)C=1C=C(C=CC1)N(C(=O)[C@@H]1CC[C@H](CC1)NC(C(C)(C)O)=O)C[C@@H]1CC[C@H](CC1)C1=CC(=C(C=C1)OC)C